C(=C)C1=CC=2C(=C3C(=NC2C=2C=CC=NC12)OC(=N3)C)C=3C1=CN(N=C1C(=CC3)F)C3OCCCC3 5-Ethenyl-7-[7-fluoro-2-(oxan-2-yl)indazol-4-yl]-9-methyl-[1,3]oxazolo[5,4-b][1,7]phenanthroline